(S)-2-(1-(4-chlorothiazol-2-yl)-1H-pyrazol-4-yl)-N-(3-cyclopropyl-1H-pyrazol-5-yl)propanamide 5-(4-(3-fluorophenyl)-1H-1,2,3-triazol-1-yl)-4-hydroxypiperidine-1-carboxylate FC=1C=C(C=CC1)C=1N=NN(C1)C1C(CCN(C1)C(=O)O)O.ClC=1N=C(SC1)N1N=CC(=C1)[C@@H](C(=O)NC1=CC(=NN1)C1CC1)C